4-amino-5-bromopyridinecarboxylic acid methyl ester COC(=O)C1=NC=C(C(=C1)N)Br